4-(isopropylamino)-2-((2-methoxy-4-(methyl-sulfonyl)phenyl)amino)-7H-pyrrolo[2,3-d]pyrimidine-5-carbonitrile C(C)(C)NC=1C2=C(N=C(N1)NC1=C(C=C(C=C1)S(=O)(=O)C)OC)NC=C2C#N